2-[4-bromo-2-fluoro-6-(hydroxymethyl)phenyl]propan-2-ol BrC1=CC(=C(C(=C1)CO)C(C)(C)O)F